C(C)(C)C=1C=2N(C=CC1)N=C(C2)[C@H]2N(CCC1=C2N=CN1)C=1OC(=NN1)C=1N=NC=CC1 (S)-2-(4-(4-isopropylpyrazolo[1,5-a]pyridin-2-yl)-1,4,6,7-tetrahydro-5H-imidazo[4,5-c]pyridin-5-yl)-5-(pyridazin-3-yl)-1,3,4-oxadiazole